ClC=1C(=NC(=CC1)N1N=NN=C1CN(CC1CC1)C1CCCCC1)C#N 3-chloro-6-(5-((cyclohexyl(cyclopropylmethyl)amino)methyl)-1H-tetrazol-1-yl)picolinonitrile